FC1=CC=C(C(=O)N2C(C=3N(CC2)C(=NC3N(C(C)=O)C)C3=NC(=NS3)C)C)C=C1 N-(7-(4-fluorobenzoyl)-8-methyl-3-(3-methyl-1,2,4-thiadiazol-5-yl)-5,6,7,8-tetrahydroimidazo[1,5-a]pyrazin-1-yl)-N-methylacetamide